1-((3S,4R)-4-(3,4-difluorophenyl)-1-(1-hydroxy-3-methoxypropan-2-yl)pyrrolidin-3-yl)-3-(2-phenyl-2,4,5,6-tetrahydrocyclopenta[c]Pyrazol-3-yl)urea FC=1C=C(C=CC1F)[C@H]1[C@@H](CN(C1)C(CO)COC)NC(=O)NC1=C2C(=NN1C1=CC=CC=C1)CCC2